(R/S)-2-(4-(4-((1-(acetoxymethyl)cyclobutyl)amino)-5-oxido-6,7-dihydrothieno[3,2-d]pyrimidin-2-yl)phenyl)-2-methylpropanoic acid C(C)(=O)OCC1(CCC1)NC=1C2=C(N=C(N1)C1=CC=C(C=C1)C(C(=O)O)(C)C)CC[S@]2=O |r|